FC1([C@H](CN(CC1)C(C(=O)NC1=NC=C(C=C1)OC1=NC=C(C=C1)F)C)C1CNC(CC1)=O)F 2-((3S)-4,4-difluoro-6'-oxo-[3,3'-bipiperidin]-1-yl)-N-(5-((5-fluoropyridin-2-yl)oxy)pyridin-2-yl)propanamide